tert-Butyl 7-(5-chloro-6-cyano-1-((2-(trimethylsilyl)ethoxy)methyl)-1H-indazol-3-yl)-8-Methyl-2,3-Dihydro-1H-pyrido[2,3-b][1,4]oxazine-1-carboxylate ClC=1C=C2C(=NN(C2=CC1C#N)COCC[Si](C)(C)C)C1=C(C2=C(OCCN2C(=O)OC(C)(C)C)N=C1)C